((5-(isoquinolin-6-yl)thiazol-2-yl)ethynyl)-1-methylpyridin-2(1H)-one C1=NC=CC2=CC(=CC=C12)C1=CN=C(S1)C#CC=1C(N(C=CC1)C)=O